C1(CCCCC1)CNC(=O)C=1C=NC=NC1 N-(cyclohexylmethyl)pyrimidine-5-carboxamide